1-[(1R,3S)-3-butyl-6-methoxy-1-(1-methyl-1H-pyrazol-3-yl)-1,2,3,4-tetrahydroisoquinolin-2-yl]-1,2,3,4-tetrahydroisoquinoline C(CCC)[C@@H]1N([C@H](C2=CC=C(C=C2C1)OC)C1=NN(C=C1)C)C1NCCC2=CC=CC=C12